C(C)C=1C=C(C=CC1C1(C(C(=C(C2=CC=CC=C12)N)\N=N\[H])O)S(=O)(=O)O)C1=CC(=C(C=C1)C1(C(C(=C(C2=CC=CC=C12)N)\N=N\[H])O)S(=O)(=O)O)CC 1,1'-(3,3'-diethyl[1,1'-biphenyl]-4,4'-diyl)bis{4-amino-2-hydroxy-3-[(E)-diazenyl]naphthalene-1-sulfonic acid}